C(C)OCOC(=O)C1C(CCCC1)C(=O)OCOCC cyclohexane-1,2-dicarboxylic acid bis(ethoxymethyl) ester